CN(CCC=C1C2=CC=CC=C2C=CC2=CC=CC=C12)C N,N-Dimethyl-3-(2-tricyclo[9.4.0.03,8]pentadeca-1(15),3,5,7,9,11,13-heptaenylidene)propan-1-amine